2-(5-cyclopropyl-3-(difluoromethyl)-1H-pyrazol-1-yl)acetic acid C1(CC1)C1=CC(=NN1CC(=O)O)C(F)F